4,5-dimethoxy-2-(2,2,2-trifluoroacetyl)benzoic acid COC1=CC(=C(C(=O)O)C=C1OC)C(C(F)(F)F)=O